N-(5-((E)-2-(2-(((1r,4r)-4-aminocyclohexyl)amino)pyrimidin-5-yl)vinyl)-3-fluoro-6-methylpyridin-2-yl)-2-chlorobenzenesulfonamide NC1CCC(CC1)NC1=NC=C(C=N1)/C=C/C=1C=C(C(=NC1C)NS(=O)(=O)C1=C(C=CC=C1)Cl)F